C(CCCCCCC)OC=O octylformate